C(C)(C)(C)OC(=O)N1CC2(C1)OC[C@@H](C2)OC.CC2=C(C(=O)NC1=C(C=C(C=C1)S(N[C@H](C)C1CCN(CC1)C1COC1)(=O)=O)C)C=CC=C2 (R)-2-methyl-N-(2-methyl-4-(N-(1-(1-(oxetan-3-yl)piperidin-4-yl)ethyl)sulfamoyl)phenyl)benzamide (R)-tert-butyl-7-methoxy-5-oxa-2-azaspiro[3.4]octane-2-carboxylate